α-aminolevulinic acid NC(C(=O)O)CC(=O)C